N[C@H](CC1=C(C=2N=NC=C(C2S1)NCC=1OC=CC1)Cl)C 6-[(2S)-2-aminopropyl]-7-chloro-N-[(furan-2-yl)methyl]thieno[3,2-c]pyridazin-4-amine